4-Acetyl-cyclohexanone C(C)(=O)C1CCC(CC1)=O